1-propyl-3-formyl-4-oxo-4H-pyrido[1,2-a]pyrimidin-1-ium-2-ol C(CC)[N+]1=C2N(C(C(=C1O)C=O)=O)C=CC=C2